ethyl 6-[4-chloro-3-(difluoromethyl)phenyl]-3-cyclopropyl-4-oxo-4,5-dihydropyrazolo[1,5-a]pyrazine-2-carboxylate ClC1=C(C=C(C=C1)C=1NC(C=2N(C1)N=C(C2C2CC2)C(=O)OCC)=O)C(F)F